FC=1C=CC(=NC1)N1C(N(C(C1)C#N)C1=CN=CC2=CC=CC=C12)=O 1-(5-fluoropyridin-2-yl)-3-(isoquinolin-4-yl)-2-oxoimidazolidine-4-carbonitrile